7-bromo-4-chloro-8-fluoro-2-(methylthio)-6-(trifluoromethyl)quinazoline BrC1=C(C=C2C(=NC(=NC2=C1F)SC)Cl)C(F)(F)F